N-methylmorpholine formate C(=O)O.CN1CCOCC1